1,3-bis(1H-imidazol-1-yl)benzene N1(C=NC=C1)C1=CC(=CC=C1)N1C=NC=C1